para-tertiary amylphenol C(C)(C)(CC)C1=CC=C(C=C1)O